ClC1=CC(=C(C=N1)NC(=O)C1(CN(C1)C1=CC(=NC=C1F)C)C1=C(C=CC=C1)C(C)C)OC N-(6-chloro-4-methoxypyridin-3-yl)-1-(5-fluoro-2-methylpyridin-4-yl)-3-(2-isopropylphenyl)azetidine-3-carboxamide